C(=O)=C1NC=CC2=C(C=CC=C12)N1N=NC(=C1C(F)(F)F)C(=O)NC1=CC(=NC=C1)C(F)(F)F 1-(1-carbonyl-1,2-dihydroisoquinolin-5-yl)-5-(trifluoromethyl)-N-(2-(trifluoromethyl)pyridin-4-yl)-1H-1,2,3-triazole-4-carboxamide